2,4-bis(trichloromethyl)-6-[2-(furan-2-yl)vinyl]-triazine ClC(N1NC(=CC(=N1)C(Cl)(Cl)Cl)C=CC=1OC=CC1)(Cl)Cl